C(C)N1C2=NC(=NC(=C2N=C1C(C)N1C=CC(C=C1)=O)N1CCOCC1)N1N=CC(=C1)C1=CC=CC=C1 1-(1-(9-ethyl-6-morpholino-2-(4-phenyl-1H-pyrazol-1-yl)-9H-purin-8-yl)ethyl)pyridin-4(1H)-one